3-(4-Fluoro-2-(fluoromethyl)benzyl)-1-(3-(pyridazin-4-yl)-1H-1,2,4-triazol-5-yl)piperidin-2-one FC1=CC(=C(CC2C(N(CCC2)C2=NC(=NN2)C2=CN=NC=C2)=O)C=C1)CF